C1(=CC=CC=C1)C1=CC2=C(C3=CC=C(C=C3C(=C2C=C1)N)C1=CC=CC=C1)N 2,6-diphenylanthracene-9,10-diamine